C(C)[C@H]1OC2=CC=C3C=NN(C3=C2C(NC1)=O)C (R)-7-ethyl-1-methyl-8,9-dihydro-1H-[1,4]oxazepino[7,6-g]indazol-10(7H)-one